4-[4-(4-t-butylbenzoyl)phenylsulfanyl]phenyldi-p-tolyl-sulfonium C(C)(C)(C)C1=CC=C(C(=O)C2=CC=C(C=C2)SC2=CC=C(C=C2)[S+](C2=CC=C(C=C2)C)C2=CC=C(C=C2)C)C=C1